4-methoxy-5-methyltetrahydrofuran COC1CCOC1C